FC=1C=C(CNCCCOC)C=CC1 N-(3-fluorobenzyl)-3-methoxypropan-1-amine